O-(6-chloro-1-benzotriazol-1-yl)-N,N,N',N'-tetramethyluronium hexafluorophosphate CN(C)C(=[N+](C)C)N1C2=C(C=C(C=C2)Cl)[N+](=N1)[O-].F[P-](F)(F)(F)(F)F